4-[1-[2-[3-(difluoromethyl)-5-(trifluoromethyl)pyrazol-1-yl]acetyl]-4-piperidinyl]-N-tetrahydronaphthalen-1-yl-pyridine-2-carboxamide FC(C1=NN(C(=C1)C(F)(F)F)CC(=O)N1CCC(CC1)C1=CC(=NC=C1)C(=O)NC1CCCC2=CC=CC=C12)F